CC1(C(N(C(N1CC1=CC(=NC=C1)NC(C)C1COCC1)=O)C1=CC=C2C3(CN(C2=C1)S(=O)(=O)C)CCC3)=O)C 5,5-dimethyl-3-(1'-(methylsulfonyl)spiro[cyclobutane-1,3'-indolin]-6'-yl)-1-((2-((1-(tetrahydrofuran-3-yl)ethyl)amino)pyridin-4-yl)methyl)imidazolidine-2,4-dione